N-(3-(9H-carbazol-9-yl-d8)phenyl)-5''-(tert-butyl)-[1,1':3',1'':3'',1''':3''',1''''-quinquephenyl]-2''-amine C1(=C(C(=C(C=2C3=C(C(=C(C(=C3N(C12)C=1C=C(C=CC1)NC1=C(C=C(C=C1C1=CC(=CC=C1)C1=CC=CC=C1)C(C)(C)C)C=1C=C(C=CC1)C1=CC=CC=C1)[2H])[2H])[2H])[2H])[2H])[2H])[2H])[2H]